N(C(=N)N)CC1=CC=C(C=C1)NC(=O)C=1SC(=CC1)C=1CCN(CC1)C(N)=N N-[4-(carbamimidamidomethyl)phenyl]-5-(1-carbamimidoyl-1,2,3,6-tetrahydropyridin-4-yl)thiophene-2-carboxamide